8-chloro-1-methyl-4-methylsulfanyl-6-(trifluoromethyl)quinazolin-2-one Benzyl-N-{(1S)-3-[dimethyl(oxo)-λ6-sulfanylidene]-2-oxo-1-[4-(trifluoromethyl)-cyclohexyl]propyl}carbamate C(C1=CC=CC=C1)OC(N[C@H](C(C=S(=O)(C)C)=O)C1CCC(CC1)C(F)(F)F)=O.ClC=1C=C(C=C2C(=NC(N(C12)C)=O)SC)C(F)(F)F